CC(C)[C@@H]1CCC(=C)C=C1 The molecule is a beta-phellandrene in which the chiral centre has S configuration. It has a role as a plant metabolite. It is an enantiomer of a (-)-beta-phellandrene.